C(CC)OCN(C(=O)N)COCCC 1,1-bis-propoxymethylurea